FC(S(=O)(=O)OC1=C2C(=NN(C2=CC2=C1C=CC=C2)C2OCCCC2)CC)(F)F Ethyl-1-(tetrahydro-2H-pyran-2-yl)-1H-benzo[f]indazol-4-yl trifluoromethanesulfonate